FC(C=1C=C(C=2N(C1)C(=NN2)NC2=CC=CC=C2)Cl)(F)F 6-trifluoromethyl-8-chloro-N-phenyl-[1,2,4]triazolo[4,3-a]pyridin-3-amine